C(C1=CC=CC=C1)OCC1CCC(CC1)N1N=C(C(=C1)C(=O)OCC)OC(F)(F)F Ethyl 1-((1R,4R)-4-((Benzyloxy)methyl)cyclohexyl)-3-(trifluoromethoxy)-1H-pyrazole-4-carboxylate